[2-(2,5-dimethylpyrrol-1-yl)-1-methyl-benzimidazol-5-yl]methanol CC=1N(C(=CC1)C)C1=NC2=C(N1C)C=CC(=C2)CO